C(CCCCCCCCCC)(=O)N undecylic acid amide